3-nitro-9-cyclopropylcarbazole [N+](=O)([O-])C=1C=CC=2N(C3=CC=CC=C3C2C1)C1CC1